2-amino-N-((3-fluoropyridin-2-yl)methyl)-3-methoxy-N-((5-(trifluoromethyl)pyridin-2-yl)methyl)quinazoline-6-carboxamide NC1N=C2C=CC(=CC2=CN1OC)C(=O)N(CC1=NC=C(C=C1)C(F)(F)F)CC1=NC=CC=C1F